N1[14C](=O)N=C(N)C=C1 cytosine-2-14C